O=C1NC(CCC1N1C(C2=CC=C(C=C2C1)O[C@@H]1[C@@H](CCCC1)NCC1=CC=C(C#N)C=C1)=O)=O 4-((((1R,2S)-2-((2-(2,6-dioxopiperidin-3-yl)-1-oxoisoindolin-5-yl)oxy)cyclohexyl)amino)methyl)benzonitrile